ClC1=NC=2C(=NC=CC2C=C)N1COCC[Si](C)(C)C chloro-3-((2-(trimethylsilyl)ethoxy)methyl)-7-vinyl-3H-imidazo[4,5-B]pyridine